(R)-4-((3-fluoropyridin-2-yl)thio)-6-(1-(piperidin-3-yl)-1H-pyrazol-4-yl)pyrazolo[1,5-a]pyridine-3-carbonitrile FC=1C(=NC=CC1)SC=1C=2N(C=C(C1)C=1C=NN(C1)[C@H]1CNCCC1)N=CC2C#N